N-(3-(3-chloro-2-(4-(((S)-3-hydroxypyrrolidin-1-yl)methyl)-3-methoxyphenyl)pyridin-4-yl)-2-methylphenyl)-5-(((R)-3-hydroxypyrrolidin-1-yl)methyl)picolinamide ClC=1C(=NC=CC1C=1C(=C(C=CC1)NC(C1=NC=C(C=C1)CN1C[C@@H](CC1)O)=O)C)C1=CC(=C(C=C1)CN1C[C@H](CC1)O)OC